(R)-N-(2-(4-Cyanothiazolidin-3-yl)-2-oxoethyl)-6-(3-methyl-3-(2,2,2-trifluoroethyl)-azetidin-1-yl)quinoline-4-carboxamide C(#N)[C@H]1N(CSC1)C(CNC(=O)C1=CC=NC2=CC=C(C=C12)N1CC(C1)(CC(F)(F)F)C)=O